FC(CN1C=NC2=C(C1=O)C(=CN2C)NC(OC(C)(C)C)=O)F Tert-butyl (3-(2,2-difluoroethyl)-7-methyl-4-oxo-4,7-dihydro-3H-pyrrolo[2,3-d]pyrimidin-5-yl)carbamate